2-(3-chloro-5-fluoro-phenyl)-N-[(1S)-1-methyl-2-oxo-2-[[(1S)-4,4,4-trifluoro-1-[hydroxy(thiazol-2-yl)methyl]butyl]amino]ethyl]oxazole-5-carboxamide ClC=1C=C(C=C(C1)F)C=1OC(=CN1)C(=O)N[C@H](C(N[C@@H](CCC(F)(F)F)C(C=1SC=CN1)O)=O)C